C(C)C(COC([C@@H](N[P@](=O)(OC1=CC=CC=C1)OC1=C(C(=C(C(=C1F)F)F)F)F)CC(C)C)=O)CC ((S)-(perfluorophenoxy)(phenoxy)phosphoryl)-L-leucine 2-ethylbutyl ester